tert-butyl-4-[5-[3-[3-[[ethyl(methyl)sulfamoyl]amino]-2-fluoro-benzoyl]-1H-pyrrolo[2,3-b]pyridin-5-yl]pyrimidin-2-yl]piperazine-1-carboxylate C(C)(C)(C)OC(=O)N1CCN(CC1)C1=NC=C(C=N1)C=1C=C2C(=NC1)NC=C2C(C2=C(C(=CC=C2)NS(N(C)CC)(=O)=O)F)=O